CC1(CCC1)NC(=O)C1CCN(CC1)C1CC2CCCC(C1)N2C2=NC(=NO2)C N-(1-methylcyclobutyl)-1-[9-(3-methyl-1,2,4-oxadiazol-5-yl)-9-azabicyclo[3.3.1]non-3-yl]piperidine-4-carboxamide